tert-butyl 2-amino-4,6-dihydro-5H-pyrrolo[3,4-d]thiazole-5-carboxylate NC=1SC2=C(N1)CN(C2)C(=O)OC(C)(C)C